BrCC=1C=CC(=NC1)C1=NC=C(C=C1)CBr 5,5'-bis(bromomethyl)-2,2'-bipyridine